OC1=C(C(=O)NC=2C=C3C(=NC2)N(C=C3)C)C=C(C(=C1)O)C(C)C 2,4-dihydroxy-5-isopropyl-N-(1-methyl-1H-pyrrolo[2,3-b]pyridin-5-yl)benzamide